piperidine-3-carboxylic acid ((1RS)-1-isoxazol-3-yl-ethyl)-amide O1N=C(C=C1)[C@@H](C)NC(=O)C1CNCCC1 |r|